N-(benzo[d]thiazol-2-yl)-2-fluoro-4-((1-(phenylsulfonyl)piperidin-4-ylidene)methyl)benzamide S1C(=NC2=C1C=CC=C2)NC(C2=C(C=C(C=C2)C=C2CCN(CC2)S(=O)(=O)C2=CC=CC=C2)F)=O